(3-(2-(2-aminoethoxy)ethoxy)propionylamino)-N-(4,5-dimethylthiazol-2-yl)-6-methylnicotinamide NCCOCCOCCC(=O)NC1=C(C(=O)NC=2SC(=C(N2)C)C)C=CC(=N1)C